C(OCC(Cl)(Cl)Cl)(=O)Cl 2,2,2-trichloroethyl carbonochloridate